4-[4-[2-(3,4-difluorophenyl)-2-phenyl-ethyl]piperazin-1-yl]-N-[3-nitro-4-(tetrahydropyran-4-ylmethylamino)phenyl]sulfonyl-2-(1H-pyrrolo[2,3-b]pyridin-5-yloxy)benzamide FC=1C=C(C=CC1F)C(CN1CCN(CC1)C1=CC(=C(C(=O)NS(=O)(=O)C2=CC(=C(C=C2)NCC2CCOCC2)[N+](=O)[O-])C=C1)OC=1C=C2C(=NC1)NC=C2)C2=CC=CC=C2